BrC=1C=C(C(=NC1OC)NC)[N+](=O)[O-] 5-bromo-6-methoxy-N-methyl-3-nitropyridin-2-amine